CC=1N(C=CN1)CC1=CC=C(C=C1)NC(=O)NC1=NNC=C1 1-(4-((2-methyl-1H-imidazol-1-yl)methyl)phenyl)-3-(1H-pyrazol-3-yl)urea